6-bromo-1-methyl-3,4-dihydro-quinolin-2(1H)-one BrC=1C=C2CCC(N(C2=CC1)C)=O